(2r,4S)-2-((1R,5S,6S)-6-(4-Ethylphenyl)-3-azabicyclo[3.1.0]hexane-3-carbonyl)-5-azaspiro[3.4]octan-6-one C(C)C1=CC=C(C=C1)C1[C@@H]2CN(C[C@H]12)C(=O)C1CC2(C1)NC(CC2)=O